methyl 4-(benzyloxy)-1-(4-chlorophenyl)-1H-pyrazolo[3,4-c]pyridine-5-carboxylate C(C1=CC=CC=C1)OC1=C2C(=CN=C1C(=O)OC)N(N=C2)C2=CC=C(C=C2)Cl